adamantan-1-ylmethyl-4-bromo-5-methyl-1H-pyrazole C12(CC3CC(CC(C1)C3)C2)CN2N=CC(=C2C)Br